NC=1N=NC(=CC1N1CCC(CC1)CC(=O)O)C1=C(C(=CC=C1)F)O 2-(1-(3-amino-6-(3-fluoro-2-hydroxyphenyl)pyridazin-4-yl)piperidin-4-yl)acetic acid